Pyrrolo[1,2-a]pyrazine-4-d methyl-(S)-5-(2-aminopropoxy)-2-chloro-4-fluorobenzoate hydrochloride Cl.COC(C1=C(C=C(C(=C1)OC[C@H](C)N)F)Cl)=O.C=1C=2N(C(=CN1)[2H])C=CC2